(3R,4R)-1-cyclobutyl-4-{[5-(2,4-difluoro-phenyl)-isoxazole-3-carbonyl]-amino}-piperidine-3-carboxylic acid (3-benzyl-oxetan-3-yl)-amide C(C1=CC=CC=C1)C1(COC1)NC(=O)[C@@H]1CN(CC[C@H]1NC(=O)C1=NOC(=C1)C1=C(C=C(C=C1)F)F)C1CCC1